O1C(=NC=C1)CNC(C1=CC(=CC=C1)C=1N=NC(=CC1)N1CCCC1)=O N-(oxazol-2-ylmethyl)-3-(6-(pyrrolidin-1-yl)pyridazin-3-yl)benzamide